(trans)-3-methanesulfonylcyclobutyl 4-methylbenzenesulfonate CC1=CC=C(C=C1)S(=O)(=O)O[C@@H]1C[C@H](C1)S(=O)(=O)C